COC(C(C(=O)OC)[C@H](C(C)[N+](=O)[O-])C1=CC=C(C=C1)OC)=O |o1:8| 2-[(1S*)-1-(4-methoxyphenyl)-2-nitropropyl]malonic acid dimethyl ester